CC1=CC=CC(=N1)C1=NC=CC(=N1)NC1=NC(=NC=C1)NC=1SC(=CN1)N1CCOCC1 N4-[2-(6-methyl-2-pyridyl)pyrimidin-4-yl]-N2-(5-morpholinothiazol-2-yl)pyrimidine-2,4-diamine